COCCCNC(=O)OCC1CCN(CC1)C=1SC=C(N1)C(=O)NC(C(=O)NC(C(=O)OC)=C)=C methyl 2-(2-(2-(4-((((3-methoxypropyl)carbamoyl)oxy)methyl)piperidin-1-yl)thiazole-4-carboxamido)acrylamido)acrylate